C(C)N(CCNC(CNN1CN=C(C=C1)C)C)CC 3-(2-(2-(diethylamino)ethylamino)propylamino)-6-methylpyrimidin